2-(2-(2-(2-(((5s,8s)-4-(benzyloxy)-3-mesityl-2-oxo-1-oxaspiro[4.5]dec-3-en-8-yl)oxy)ethoxy)ethoxy)ethoxy)acetic acid C(C1=CC=CC=C1)OC1=C(C(OC12CCC(CC2)OCCOCCOCCOCC(=O)O)=O)C2=C(C=C(C=C2C)C)C